3,4-dimethylbenzeneethylamine CC=1C=C(C=CC1C)CCN